6-[(2R)-2-[5-fluoro-2-(methylthio)phenyl]pyrrolidin-1-yl]imidazo[1,2-b]pyridazine-3-carboxylic acid ethyl ester C(C)OC(=O)C1=CN=C2N1N=C(C=C2)N2[C@H](CCC2)C2=C(C=CC(=C2)F)SC